N1=CC=C(C=C1)C=1C=C2N(C=NC(=C2)N)C1 6-(pyridin-4-yl)pyrrolo[1,2-c]pyrimidin-3-amine